5-amino-7-(4-fluorophenyl)-8-(7-methyl-1H-indazol-5-yl)-2-[(5-methyloxazol-4-yl)methyl]-[1,2,4]triazolo[4,3-c]pyrimidin-3-one NC1=NC(=C(C=2N1C(N(N2)CC=2N=COC2C)=O)C=2C=C1C=NNC1=C(C2)C)C2=CC=C(C=C2)F